C(C)NC(C)C1=CNC(C2=CN=CC=C12)=O 4-(1-(Ethylamino)ethyl)-2,7-naphthyridin-1(2H)-one